N-(3-(5-(2-ethynylpyrimidin-5-yl)-1H-pyrrolo[2,3-b]pyridine-3-carbonyl)-2,6-difluorophenyl)propane-1-sulfonamide C(#C)C1=NC=C(C=N1)C=1C=C2C(=NC1)NC=C2C(=O)C=2C(=C(C(=CC2)F)NS(=O)(=O)CCC)F